tert-butyl (2R,4R)-4-[[6-(7-bromo-3-[[2-(trimethylsilyl)ethoxy]methyl]-1,2,3-benzotriazol-4-yl)pyridazin-3-yl](methyl)amino]-2-methylpiperidine-1-carboxylate BrC1=CC=C(C2=C1N=NN2COCC[Si](C)(C)C)C2=CC=C(N=N2)N([C@H]2C[C@H](N(CC2)C(=O)OC(C)(C)C)C)C